2-fluoro-N-((S)-2-((6-oxo-5-(trifluoromethyl)-1,6-dihydropyridazin-4-yl)amino)propoxy)-2-(1-(5-(trifluoromethyl)pyrimidin-2-yl)-1,2,3,6-tetrahydropyridin-4-yl)acetamide FC(C(=O)NOC[C@H](C)NC=1C=NNC(C1C(F)(F)F)=O)C=1CCN(CC1)C1=NC=C(C=N1)C(F)(F)F